C(C)(C)C1=NC=CC(=C1N1C(N=C(C2=C1N=C(C(=C2)C#N)C2=C(C=CC=C2)OC)N2CC1(CC2)CNCC1)=O)C 1-(2-isopropyl-4-methylpyridin-3-yl)-7-(2-methoxyphenyl)-2-oxo-4-(2,7-diazaspiro[4.4]nonan-2-yl)-1,2-dihydropyrido[2,3-d]pyrimidine-6-carbonitrile